(1-Phenanthryl)methyl methacrylate C(C(=C)C)(=O)OCC1=CC=CC=2C3=CC=CC=C3C=CC12